N-(3-(5-chloro-2-methoxyphenyl)-1-(2-(methylamino)-2-oxoethyl)-1H-pyrazol-4-yl)pyrazolo[1,5-a]pyrimidine-3-carboxamide ClC=1C=CC(=C(C1)C1=NN(C=C1NC(=O)C=1C=NN2C1N=CC=C2)CC(=O)NC)OC